8-(cyclopropylamino)imidazo[1,2-b]pyridazine-3-carbonitrile monotrifluoroacetic acid salt FC(C(=O)O)(F)F.C1(CC1)NC=1C=2N(N=CC1)C(=CN2)C#N